C(CCCCCCCC)S(=O)(=O)NC1=C(C(=O)O)C=CC=C1 2-(nonylsulfonamido)benzoic acid